O[C@H]([C@H](C(C)C)S(=O)(=O)N(CC1=CC=C(C=C1)OC)CC1=CC=C(C=C1)OC)CC=C (3S,4S)-4-HYDROXY-N,N-BIS(4-METHOXYBENZYL)-2-METHYLHEPT-6-ENE-3-SULFONAMIDE